bis(diethylamino)diphenylsilane tert-butyl-(2S,3R)-4,4-difluoro-2-((2-fluoro-[1,1'-biphenyl]-3-yl)methyl)-3-(methylsulfonamido)pyrrolidine-1-carboxylate C(C)(C)(C)OC(=O)N1[C@H]([C@H](C(C1)(F)F)NS(=O)(=O)C)CC=1C(=C(C=CC1)C1=CC=CC=C1)F.C(C)N(CC)[Si](C1=CC=CC=C1)(C1=CC=CC=C1)N(CC)CC